4-Benzyloxy-2-[2-(4,4-difluoroazepan-1-yl)-3-quinolinyl]-1,5-naphthyridine C(C1=CC=CC=C1)OC1=CC(=NC2=CC=CN=C12)C=1C(=NC2=CC=CC=C2C1)N1CCC(CCC1)(F)F